C(C=C)NC(CC1=CC=CC=C1)=O N-allyl-2-phenylacetamide